[3-(dimethylamino)propyl]urea CN(CCCNC(=O)N)C